3'-Desoxy-3'-fluoro-4'-vinyluridin-5'-{N,N'-bis[(S)-1-(2,2-dimethylpropoxycarbonyl) ethyl]phosphordiamidat} CC(COC(=O)[C@H](C)NP(=O)(N[C@@H](C)C(=O)OCC(C)(C)C)OC[C@@]1([C@H]([C@H]([C@@H](O1)N1C(=O)NC(=O)C=C1)O)F)C=C)(C)C